(S)-2-[2-[(S)-3-methylmorpholine-4-carbonyl]-6-(3-methyl-1H-pyrrolo[2,3-b]pyridin-5-yl)-1,2,3,4-tetrahydroisoquinolin-8-yl]pyrrolidine-1-carboxylic acid tert-butyl ester C(C)(C)(C)OC(=O)N1[C@@H](CCC1)C=1C=C(C=C2CCN(CC12)C(=O)N1[C@H](COCC1)C)C=1C=C2C(=NC1)NC=C2C